ClCC/C=C/CC (3E)-6-chloro-3-hexene